ClC1=CC=CC(=N1)OCCOC1=CC(=NC=C1OC)C#CC1=CN=C(C2=CN=C(C=C12)N)NC 4-((4-(2-((6-chloropyridin-2-yl)oxy)ethoxy)-5-methoxypyridin-2-yl)ethynyl)-N1-methyl-2,7-naphthyridine-1,6-diamine